ClC=1C=CC(=C(C1)S(=O)(=O)N1C2CN(CC1CC2)C(=O)C2=CN=NN2)C {8-[(5-chloro-2-methylphenyl)sulfonyl]-3,8-diazabicyclo[3.2.1]oct-3-yl}(1H-1,2,3-triazol-5-yl)methanone